C(C)(=O)NCC1(CCN(CC1)C(=O)OC(C)(C)C)CO tert-butyl 4-(acetamidomethyl)-4-(hydroxymethyl)piperidine-1-carboxylate